histidine hydrochloric acid salt Cl.N[C@@H](CC1=CNC=N1)C(=O)O